FC1(CC(C1)N1C(=NC2=NC=C(C=C21)C=2C=CN1N=C(N=CC12)C1(CC(C1)N(C)C)N)C)F 1-(5-(1-(3,3-difluorocyclobutyl)-2-methyl-1H-imidazo[4,5-b]pyridin-6-yl)pyrrolo[2,1-f][1,2,4]triazin-2-yl)-N3,N3-dimethylcyclobutane-1,3-diamine